5-(3-(1-benzyl-1H-pyrazol-5-yl)phenyl)pyrimidine C(C1=CC=CC=C1)N1N=CC=C1C=1C=C(C=CC1)C=1C=NC=NC1